N1=C(C=NC=C1)OC(NC)=O pyrazin-2-yl(methyl)carbamate